ClCC1OC(OCC1)(C)C 4-(chloromethyl)-2,2-dimethyl-1,3-dioxane